Acryloxyhexylphosphat C(C=C)(=O)OCCCCCCOP(=O)([O-])[O-]